FC1=C(C(=CC=C1)F)C1NC2=C(C=NN2C=2C=C(N=CC2N1)N1C[C@@H](O[C@H](C1)C)C)F (2S,6S)-4-[8-(2,6-difluorophenyl)-5-fluoro-2,3,7,9,12-pentazatricyclo[8.4.0.02,6]tetradeca-1(10),3,5,11,13-pentaen-13-yl]-2,6-dimethyl-morpholine